CC=1C(C2=CC(=C(C(=C2C1)C1=CC(=CC(=C1)C)C)OC)C(C)(C)C)[Si](C)(C)Cl 2-methyl-[4-(3,5-dimethylphenyl)-5-methoxy-6-tert-butyl-1H-inden-1-yl](chloro)dimethylsilane